COC1=C(C(=O)C2=NC=NC=C2Cl)C=C(C=N1)F 4-(2-methoxy-5-fluoronicotinoyl)-5-chloropyrimidin